ClC=1C=C(C=CC1)C(CO)NC(=O)C1=CN(C=C1)C1=NC(=NC=C1C)NC1=CC(=C(C=C1)F)N1CCOCC1 N-(1-(3-chlorophenyl)-2-hydroxyethyl)-1-(2-((4-fluoro-3-morpholinylphenyl)amino)-5-methylpyrimidin-4-yl)-1H-pyrrole-3-amide